CC=1C(=NC=C(C1)N1C=CC=2C1=NC=CC2)C2=NC=CC=C2 1-(3-methyl-[2,2'-bipyridin]-5-yl)-1H-pyrrolo[2,3-b]pyridine